CC1=CC=C(C=C1)S(=O)(=O)OCCOCCOCCOCCN(C(OC(C)(C)C)=O)C 2,2,5-trimethyl-4-oxo-3,8,11,14-tetraoxa-5-azahexadecan-16-yl 4-methylbenzenesulfonate